B1=CC=C1 Boret